C(C=C)(=O)O.C(C=C)(=O)O.C(C1=CC=CC=C1)(=O)C1=CC=CC=C1 (benzophenone) diacrylate